C(=O)N[C@H](C(=O)O[C@H](C[C@@H]1OC([C@H]1CCCCCC)=O)CCCCCCCCCCC)CC(C)C (S)-(S)-1-((2S,3S)-3-Hexyl-4-oxooxetan-2-yl)tridecan-2-yl 2-formamido-4-methylpentanoate